5-(3-(((1r,4r)-4-(5-chloro-2-(fluoromethyl)nicotinamido)cyclohexyl)methyl)-2-oxo-2,3-dihydro-1H-benzo[d]imidazol-1-yl)-N-methylpicolinamide ClC=1C=NC(=C(C(=O)NC2CCC(CC2)CN2C(N(C3=C2C=CC=C3)C=3C=CC(=NC3)C(=O)NC)=O)C1)CF